BrC1=CC=CC2=C1N=C(O2)N 4-bromobenzo[d]oxazol-2-amine